ClC=1C=C(C(=NC1)OC)S(=O)(=O)NC1=NC=CC(=C1F)C1=CC=C2C=C(N=CC2=C1)NCCOC 5-chloro-N-(3-fluoro-4-{3-[(2-methoxyethyl)amino]isoquinolin-7-yl}pyridin-2-yl)-2-methoxypyridine-3-sulfonamide